C(=O)C=1C=C(C(=O)N2CCC(CC2)C2=C(C#N)C=CC=C2)C=CC1C (1-(3-formyl-4-methylbenzoyl)piperidin-4-yl)benzonitrile